NC1=CC=2C=CC=C(C2C=C1)C=O 2-AMINONAPHTHALENE-5-CARBOXALDEHYDE